The molecule is an octanoate ester obtained by the formal condensation of the carboxy group of octanoic acid with the hydroxy group of butanol. It has a role as a metabolite. It derives from a butan-1-ol. CCCCCCCC(=O)OCCCC